C(C)(C)(C)OC(=O)N1CC(N(CC1)C1=NC(=CC(=C1)N1[C@@H](COCC1)C)OC(C)(C)C)C(F)(F)F 4-[6-tert-Butoxy-4-[(3R)-3-methylmorpholin-4-yl]-2-pyridinyl]-3-(trifluoromethyl)piperazine-1-carboxylic acid tert-butyl ester